methyl (E)-4-(3-amino-3-oxoprop-1-en-1-yl)benzoate NC(/C=C/C1=CC=C(C(=O)OC)C=C1)=O